N-(6-methoxy-2-methylpyrazolo[1,5-b]pyridazin-5-yl)-4-(4,7-diazaspiro[2.5]octan-7-yl)-2,3-dihydro-1H-pyrrolo[2,3-b]pyridine-1-carboxamide formate C(=O)O.COC=1C(=CC=2N(N1)N=C(C2)C)NC(=O)N2CCC=1C2=NC=CC1N1CCNC2(CC2)C1